4-bromo-3-phenyl-1-(tetrahydro-2H-pyran-2-yl)-1H-pyrazole BrC=1C(=NN(C1)C1OCCCC1)C1=CC=CC=C1